8-(1-azido-2,2-difluoro-ethyl)-2-[5-(1-isocyano-2-naphthyl)-1-methyl-pyrazol-4-yl]-6H-pyrido[2,3-d]pyridazin-5-one N(=[N+]=[N-])C(C(F)F)C1=NNC(C2=C1N=C(C=C2)C=2C=NN(C2C2=C(C1=CC=CC=C1C=C2)[N+]#[C-])C)=O